2-((((2R,3S,4S,5S,6R)-6-(4-(3-(hex-5-yn-1-yl)ureido)phenoxy)-3,4,5-trihydroxytetrahydro-2H-pyran-2-yl)methyl)amino)-2-oxoacetic acid C(CCCC#C)NC(NC1=CC=C(O[C@@H]2[C@H]([C@H]([C@@H]([C@H](O2)CNC(C(=O)O)=O)O)O)O)C=C1)=O